C(C)(=O)C1=CC=C(C=N1)NC(OCC1=CC=CC=C1)=O benzyl (6-acetylpyridin-3-yl)carbamate